ClC=1C=CC(=C(C(=O)N[C@H](C(C(=O)NC)=O)C[C@H]2C(N[C@@H](C2)C)=O)C1)NC(=O)C1C(C1)(F)F 5-chloro-2-[(2,2-difluorocyclopropanecarbonyl)amino]-N-[(1S)-3-(methylamino)-1-[[(3S,5R)-5-methyl-2-oxo-pyrrolidin-3-yl]methyl]-2,3-dioxo-propyl]benzamide